3-[2-fluoro-5-(4-fluoroindole-1-sulfonyl)-4-methoxyphenyl]-2,4-dioxo-1H-thieno[3,4-d]pyrimidine-5-carboxylic acid FC1=C(C=C(C(=C1)OC)S(=O)(=O)N1C=CC2=C(C=CC=C12)F)N1C(NC=2C(C1=O)=C(SC2)C(=O)O)=O